FC(OC1=NC=CC(=C1)CNC(=O)NC1=C(C(=C(C=C1)F)F)F)F 1-[[2-(difluoromethoxy)pyridin-4-yl]methyl]-3-(2,3,4-trifluorophenyl)urea